hafnium tetra-pentanol C(CCCC)O.C(CCCC)O.C(CCCC)O.C(CCCC)O.[Hf]